((7R)-7-Amino-2-azabicyclo[2.2.1]heptan-2-yl)(2-(1-(cyclopropylmethyl)-1H-pyrrolo[2,3-b]pyridin-2-yl)-4-methoxy-3-methylpyrazolo[1,5-a]pyrazin-6-yl)methanone N[C@H]1C2N(CC1CC2)C(=O)C=2N=C(C=1N(C2)N=C(C1C)C1=CC=2C(=NC=CC2)N1CC1CC1)OC